C1(CC1)C([C@@H](C(=O)NC1=NC=CC(=C1)CO)NC(OC(C)(C)C)=O)C1CC1 tert-butyl (S)-(1,1-dicyclopropyl-3-((4-(hydroxymethyl)pyridin-2-yl)amino)-3-oxopropan-2-yl)carbamate